(2R,3R,4R,5R,6R)-2-((3-(tert-butyl)isoxazol-5-yl)methyl)-4-(4-(4-chloro-2,3-difluorophenyl)-1H-1,2,3-triazol-1-yl)-6-(hydroxymethyl)tetrahydro-2H-pyran-3,5-diol C(C)(C)(C)C1=NOC(=C1)C[C@H]1O[C@@H]([C@@H]([C@@H]([C@H]1O)N1N=NC(=C1)C1=C(C(=C(C=C1)Cl)F)F)O)CO